C(C1=CC=CC=C1)NC([C@@H](C)N(C(=O)C=1N=C(NC1)[C@H]1N(C[C@@H](C1)O)C(C(C(C)C)C1=CC(=NO1)OC)=O)C)=O N-[(1R)-2-(benzylamino)-1-methyl-2-oxo-ethyl]-2-[(2S,4R)-4-hydroxy-1-[2-(3-methoxyisoxazol-5-yl)-3-methyl-butyryl]pyrrolidin-2-yl]-N-methyl-1H-imidazole-4-carboxamide